2-[3-(Dibenzylamino)-2-fluoro-propoxy]ethanol C(C1=CC=CC=C1)N(CC(COCCO)F)CC1=CC=CC=C1